2-methoxy-naphthalene COC1=CC2=CC=CC=C2C=C1